(2S,5R)-5-(2-chlorophenyl)-1-(4'-propyl-[1,1'-biphenyl]-4-carbonyl)pyrrolidine-2-carboxylic acid ClC1=C(C=CC=C1)[C@H]1CC[C@H](N1C(=O)C1=CC=C(C=C1)C1=CC=C(C=C1)CCC)C(=O)O